6-(3-(5-fluoro-1-((1-fluorocyclopentyl)methyl)-1H-pyrazol-4-yl)-6-methylpyridin-2-yl)-3-methyl-3H-imidazo[4,5-b]pyridine FC1=C(C=NN1CC1(CCCC1)F)C=1C(=NC(=CC1)C)C=1C=C2C(=NC1)N(C=N2)C